4-[4-[4-[(3R,5R)-5-[(6-bromo-5-oxo-thiazolo[3,2-a]pyrimidin-7-yl)amino]-1-methyl-3-piperidyl]phenoxy]butyl-methyl-amino]-2-(2,6-dioxo-3-piperidyl)isoindoline-1,3-dione BrC1=C(N=C2N(C1=O)C=CS2)N[C@@H]2C[C@@H](CN(C2)C)C2=CC=C(OCCCCN(C1=C3C(N(C(C3=CC=C1)=O)C1C(NC(CC1)=O)=O)=O)C)C=C2